C(C)(=O)[C@@]1([C@H](O)O[C@@H]([C@]1(O)C(C)=O)C(O)C(C)=O)O 2,3,5-triacetyl-beta-D-ribose